3-(5-Amino-3-methyl-2-oxo-2,3-dihydro-1H-benzo[d]imidazol-1-yl)piperidine-2,6-dione NC1=CC2=C(N(C(N2C)=O)C2C(NC(CC2)=O)=O)C=C1